C[C@H]1[C@H]([C@H]([C@@H]([C@@H](O1)O[C@@H]2[C@H]([C@H]([C@H](O[C@H]2O[C@@H]3[C@H](O[C@H]([C@@H]([C@H]3O)NC(=O)C)OC[C@@H]4[C@@H]([C@@H]([C@H](C(O4)O)NC(=O)C)O[C@H]5[C@@H]([C@H]([C@H]([C@H](O5)CO)O)O)O)O)COS(=O)(=O)O)CO)O)O)O)O)O The molecule is an amino pentasaccharide in which an alpha-L-fucosyl-(1->2)-beta-D-galactosyl-(1->4)-N-acetyl-6-O-sulfo-D-glucosaminyl unit and a D-galactosyl residue are linked respectively beta(1->6) and beta(1->3) to an N-acetyl-D-galactosamine residue. It is an oligosaccharide sulfate and an amino pentasaccharide.